[Na+].[Na+].[Na+].C(=O)([O-])C(C)N(CC(=O)[O-])CC(=O)[O-] N-(1-carboxyethyl)iminodiacetic acid trisodium salt